(R)-3-((5-fluoro-2-(5-fluoro-1H-pyrrolo[2,3-b]pyridin-3-yl)-6-(furan-2-yl)pyrimidin-4-yl)amino)-4,4-dimethylpentanoic acid FC=1C(=NC(=NC1C=1OC=CC1)C1=CNC2=NC=C(C=C21)F)N[C@H](CC(=O)O)C(C)(C)C